Cl.N=1C=C(N2C1CNCC2)C2=CC=C(C=O)C=C2 4-(5,6,7,8-tetrahydroimidazo[1,2-a]pyrazin-3-yl)benzaldehyde hydrochloride